[K].C(C)N1CC(C1)CS(=O)(=O)NC(NC1=C2CCCC2=CC=2CCCC12)=O 1-(1-Ethylazetidin-3-yl)-N-((1,2,3,5,6,7-hexahydro-s-indacen-4-yl)carbamoyl)methanesulfonamide, potassium salt